4-(6-((1S,6R,7R)-7-(aminomethyl)-7-(2-fluorophenyl)-3-azabicyclo[4.1.0]heptan-3-yl)-1H-pyrazolo[3,4-b]pyrazin-3-yl)-2-(trifluoromethyl)phenol NC[C@@]1([C@@H]2CCN(C[C@H]12)C1=CN=C2C(=N1)NN=C2C2=CC(=C(C=C2)O)C(F)(F)F)C2=C(C=CC=C2)F